N-(3,5-Dimethylphenyl)-N1-(2-methoxyphenyl)-6-morpholin-4-yl-[1,3,5]triazine-2,4-diamine hydrochloride Cl.CC=1C=C(C=C(C1)C)NC1N(C(=NC(=N1)N)N1CCOCC1)C1=C(C=CC=C1)OC